7-chloro-5-[(3R)-3-methylmorpholin-4-yl]-2H,3H-[1,2]thiazolo[4,5-b]pyridin-3-one ClC1=C2C(=NC(=C1)N1[C@@H](COCC1)C)C(NS2)=O